The molecule is an acyl-CoA that results from the formal condensation of the thiol group of coenzyme A with the carboxy group of ferulic acid. It derives from a coenzyme A and a ferulic acid. It is a conjugate acid of a feruloyl-CoA(4-). CC(C)(COP(=O)(O)OP(=O)(O)OC[C@@H]1[C@H]([C@H]([C@@H](O1)N2C=NC3=C(N=CN=C32)N)O)OP(=O)(O)O)[C@H](C(=O)NCCC(=O)NCCSC(=O)/C=C/C4=CC(=C(C=C4)O)OC)O